1-(8-fluoro-7-(8-fluoronaphthalen-1-yl)-2-((hexahydro-1H-pyrrolizin-7a-yl)methoxy)pyrido[4,3-d]pyrimidin-4-yl)piperidin-3-ol FC1=C(N=CC2=C1N=C(N=C2N2CC(CCC2)O)OCC21CCCN1CCC2)C2=CC=CC1=CC=CC(=C21)F